N-(3,4-dichloro-1H-indol-7-yl)pyrazole-4-sulfonamide ClC1=CNC2=C(C=CC(=C12)Cl)NS(=O)(=O)C=1C=NNC1